tert-butyl 7-(4-amino-6-chloro-5-fluoronicotinoyl)-2,7-diazaspiro[3.5]nonane-2-carboxylate NC1=C(C(=NC=C1C(=O)N1CCC2(CN(C2)C(=O)OC(C)(C)C)CC1)Cl)F